FC=1C=CC=C2C=C(NC12)C(=O)N1C[Si](C[C@H]1C(=O)N[C@H](CO)C[C@H]1C(NCC1)=O)(C)C (R)-1-(7-Fluoro-1H-indole-2-carbonyl)-N-((S)-1-hydroxy-3-((S)-2-oxopyrrolidin-3-yl)propan-2-yl)-3,3-dimethyl-1,3-azasilolidine-5-carboxamide